BrC1=C(C(N(C=C1)CCCF)=O)OC1=C(C=C(C=C1C)F)C 4-bromo-3-(4-fluoro-2,6-dimethylphenoxy)-1-(3-fluoropropyl)pyridin-2(1H)-one